(S)-3-Fluoro-2-((R)-3-methylmorpholin-4-yl)-9-pyridin-3-yl-8-trifluoromethyl-6,7,8,9-tetrahydro-pyrimido[1,2-a]-pyrimidin-4-one FC1=C(N=C2N(C1=O)CC[C@H](N2C=2C=NC=CC2)C(F)(F)F)N2[C@@H](COCC2)C